ClC1=NN(C2=NC(=NC=C21)Cl)CCCOC2=NN(C(=C2[N+](=O)[O-])C)C2CCOC1(CC1)C2 3,6-dichloro-1-(3-((5-methyl-4-nitro-1-(4-oxaspiro[2.5]oct-7-yl)-1H-pyrazol-3-yl)oxy)propyl)-1H-pyrazolo[3,4-d]pyrimidine